neoundecanoic acid methyl ester COC(CCCCCCC(C)(C)C)=O